2-nitro-4,5-dibenzyloxybenzeneacetonitrile [N+](=O)([O-])C1=C(C=C(C(=C1)OCC1=CC=CC=C1)OCC1=CC=CC=C1)CC#N